5-(1-cyclobutyl-1H-benzo[d]imidazol-2-yl)-3-ethoxybenzene-1,2-diol C1(CCC1)N1C(=NC2=C1C=CC=C2)C2=CC(=C(C(=C2)O)O)OCC